ClC1=C(C=CC=C1F)[C@@H]1[C@@H]2C[C@@H]2CN1 (1R,2S,5S)-2-(2-Chloro-3-fluorophenyl)-3-azabicyclo[3.1.0]hexane